Cl.Cl.N1C(=NCC1)C1=CC=C(C=C1)NC(C=CC1=CC=C(C=C1)C=CC(=O)NC1=CC=C(C=C1)C=1NCCN1)=O N,N'-Bis[4-(4,5-dihydro-1H-imidazol-2-yl)phenyl]-3,3'-p-phenylene-bis-acrylamide dihydrochloride